FC1=C(C(C(=O)O)=CC=C1)O 3-Fluorosalicylic acid